OC1C(CC(CC1)C(C)(C)C1CC(C(CC1)O)C(C)(C)C)C(C)(C)C 2,2-bis(4-hydroxy-3-tert-butylcyclohexyl)propane